C1(=CC=CC2=CC=CC=C12)C=1OC(=NN1)C(Cl)(Cl)Cl 2-(1-naphthyl)-5-trichloromethyl-1,3,4-oxadiazole